CC1=NC(=NO1)C1=CC=C2C=CN=C(C2=C1)NC1CC(C1)C(=O)O (1s,3s)-3-{[7-(5-methyl-1,2,4-oxadiazol-3-yl)isoquinolin-1-yl]amino}cyclobutane-1-carboxylic acid